OCCN(C(=O)CNC(=O)C1=CC2=C(N(C(=N2)NC=2SC3=C(N2)C=CC(=C3)OC(F)(F)F)C)C=C1)CCO 1-Methyl-2-(6-trifluoromethoxy-benzothiazol-2-ylamino)-1H-benzoimidazole-5-carboxylic acid {[bis-(2-hydroxy-ethyl)-carbamoyl]-methyl}-amide